F[C@H]1CNCC[C@H]1NC1=CC=CC=2C(=C(SC21)C#CCNC2=CC=C(C(=O)NC)C=C2)SC(F)(F)F 4-{[3-(7-{[(3S,4R)-3-fluoropiperidin-4-yl]amino}-3-[(trifluoromethyl)sulfanyl]-1-benzothiophen-2-yl)prop-2-yn-1-yl]amino}-N-methylbenzamide